N,N-bis(3-methoxybenzyl)-4-((2-(2-morpholinoethoxy)ethoxy)methyl)thiazol-2-amine COC=1C=C(CN(C=2SC=C(N2)COCCOCCN2CCOCC2)CC2=CC(=CC=C2)OC)C=CC1